1-(4-ethynylbenzoyl)piperidine C(#C)C1=CC=C(C(=O)N2CCCCC2)C=C1